FC=1C=C(C=CC1)NC(=O)[C@@H](C)N(C(OC(C)(C)C)=O)C tert-butyl N-[(1R)-1-[(3-fluorophenyl)carbamoyl]ethyl]-N-methylcarbamate